5-(1H-[1,2,3]Triazolo[4,5-d]pyrimidin-5-yl)-2-fluoro-N-(4-((2,2,2-trifluoro-1-phenylethoxy)methyl)phenyl)benzamide N1N=NC=2N=C(N=CC21)C=2C=CC(=C(C(=O)NC1=CC=C(C=C1)COC(C(F)(F)F)C1=CC=CC=C1)C2)F